angelic acid isobutyl ester C(C(C)C)OC(\C(\C)=C/C)=O